Cl.FC(C(=O)N([C@H]1C[C@H](NCC1)C1=CC=CC=C1)C1(CC1)C)(F)F 2,2,2-Trifluoro-N-(1-methylcyclopropyl)-N-((2S,4R)-2-phenylpiperidin-4-yl)acetamide hydrochloride